(E)-1-(2-hydroxy-4,6-bis(methoxymethoxy)phenyl)-3-(4-(methoxymethoxy)phenyl)prop-2-en-1-one OC1=C(C(=CC(=C1)OCOC)OCOC)C(\C=C\C1=CC=C(C=C1)OCOC)=O